OC1=C(C(OC1=O)CCC(=O)O)C1=CC=CC=C1 3-(4-hydroxy-5-oxo-3-phenyl-2,5-dihydro-2-furyl)propionic acid